CC(C)(C)S(=O)(=O)N[C@@H]1COCC12CCNCC2 (R)-2-methyl-N-((S)-2-oxa-8-azaspiro[4.5]decan-4-yl)propane-2-sulfonamid